O=C1N(CC2=C3C(=CC=C12)C=CC1(O3)CCNCC1)C1C(NC(CC1)=O)=O 3-(7'-oxo-7',9'-dihydro-8'H-spiro[piperidine-4,2'-pyrano[2,3-e]isoindol]-8'-yl)piperidine-2,6-dione